2-(4-(4-(2-thiophenoyloxy)cyclohexylmethyl)piperazin-1-yl)-6-(trifluoromethyl)-8-nitro-benzothiopyran-4-one S1C(=CC=C1)C(=O)OC1CCC(CC1)CN1CCN(CC1)C=1SC2=C(C(C1)=O)C=C(C=C2[N+](=O)[O-])C(F)(F)F